N=1C=CN2C1C=NC(=C2)N2CCC1(CC2)CC2=CC=CC=C2[C@H]1N (3S)-1'-{imidazo[1,2-a]pyrazin-6-yl}-1,3-dihydrospiro[indene-2,4'-piperidin]-3-amine